P(=O)(OC)(OCC[Si](C)(C)C)OCC[Si](C)(C)C methyl bis(2-(trimethylsilyl) ethyl) phosphate